(3,4-dihydroisoquinolin-2(1H)-yl)methyl-5-fluoro-N-hydroxynicotinamide C1N(CCC2=CC=CC=C12)CC1=C(C(=O)NO)C=C(C=N1)F